2-(2-((tert-butyldiphenylsilyl)oxy)ethyl)pyrimidine-5-carboxylic acid methyl ester COC(=O)C=1C=NC(=NC1)CCO[Si](C1=CC=CC=C1)(C1=CC=CC=C1)C(C)(C)C